1-(4-phenyl-2-butyl)hydrazine-1,2-dicarboxylic acid diisopropyl ester C(C)(C)OC(=O)N(NC(=O)OC(C)C)C(C)CCC1=CC=CC=C1